[N].C(=O)(C=C)NCCSSCCNC(=O)C=C N,N'-bis(acryl)cystamine nitrogen